acetyl triethyl citrate CCOC(=O)CC(CC(=O)OCC)(OC(C)=O)C(=O)OCC